(S)-2-(3-(2-((R)-3-fluoropyrrolidin-1-yl)ethyl)-4-methyl-6-oxopyridazine-1(6H)-yl)-4-methylpentanoic acid F[C@H]1CN(CC1)CCC1=NN(C(C=C1C)=O)[C@H](C(=O)O)CC(C)C